methyl (4R)-4-((3S,5R,8R,9S,10S,13R,14S,17R)-3-([1,1'-biphenyl]-4-yl)-3-hydroxy-10,13-dimethylhexadecahydro-1H-cyclopenta[a]phenanthren-17-yl)-2-hydroxypentanoate C1(=CC=C(C=C1)[C@@]1(CC[C@@]2([C@H]3CC[C@@]4([C@H](CC[C@H]4[C@@H]3CC[C@@H]2C1)[C@@H](CC(C(=O)OC)O)C)C)C)O)C1=CC=CC=C1